1,3-dioxo-1H-benzo[de]isoquinolin-2(3H)-yl nonafluoro-n-butanesulfonate FC(C(C(C(S(=O)(=O)ON1C(C2=CC=CC=3C2=C(C1=O)C=CC3)=O)(F)F)(F)F)(F)F)(F)F